3,3,4,4,4-pentafluorobutyl α-chloroacrylate ClC(C(=O)OCCC(C(F)(F)F)(F)F)=C